(R)-2-((3R,5R)-3,5-dimethylpiperazin-1-yl)-N-(3-(5-fluoro-2-((2-fluoro-3-(methyl-sulfonyl)phenyl)amino)pyrimidin-4-yl)-1H-indol-7-yl)-3-methoxypropanamide C[C@@H]1CN(C[C@H](N1)C)[C@@H](C(=O)NC=1C=CC=C2C(=CNC12)C1=NC(=NC=C1F)NC1=C(C(=CC=C1)S(=O)(=O)C)F)COC